N-[2-[[6-benzyloxy-8-fluoro-7-(1,1,4-trioxo-1,2,5-thiadiazolidin-2-yl)-2-naphthyl]oxy]ethyl]-2-[4-[4-[(2,6-dioxo-3-piperidyl)-methyl-amino]phenyl]-1-piperidyl]acetamide C(C1=CC=CC=C1)OC=1C=C2C=CC(=CC2=C(C1N1S(NC(C1)=O)(=O)=O)F)OCCNC(CN1CCC(CC1)C1=CC=C(C=C1)N(C)C1C(NC(CC1)=O)=O)=O